ON=C(C(=O)OC)C=1C=CC=2N(N1)N=CC2 methyl 2-(hydroxyimino)-2-(pyrazolo[1,5-b]pyridazin-6-yl)acetate